3-(4,6-bis((3-(trifluoromethyl)phenyl)amino)-1,3,5-triazin-2-yl)oxazolidin-2-one FC(C=1C=C(C=CC1)NC1=NC(=NC(=N1)NC1=CC(=CC=C1)C(F)(F)F)N1C(OCC1)=O)(F)F